Methyl 3-chloro-2-(2-(1,5-dimethyl-1H-imidazol-4-yl)-6-fluorophenyl)imidazo[1,2-a]pyridine-7-carboxylate ClC1=C(N=C2N1C=CC(=C2)C(=O)OC)C2=C(C=CC=C2F)C=2N=CN(C2C)C